CC(C)(C#C)NC(C1=CC=C(C=C1)[N+](=O)[O-])=O N-(2-methylbut-3-yn-2-yl)-4-nitrobenzamide